CN(C)C1=CC=C(C=C1)N=O p-nitrosodimethylaniline